butyl 4-(4-bromophenoxy)piperidine-1-carboxylate BrC1=CC=C(OC2CCN(CC2)C(=O)OCCCC)C=C1